(naphthalen-1-yl)propanehydrazide C1(=CC=CC2=CC=CC=C12)C(C(=O)NN)C